ClC1=C(C=CC(=C1)CNCCCCNCCNC1=NC2=C(C3=CN=CC=C13)C=CC(=C2)C#N)C2=CC=CC=C2 5-((2-((4-(((2-chloro-[1,1'-biphenyl]-4-yl)methyl)amino)butyl)amino)ethyl)amino)benzo[c][2,6]naphthyridine-8-carbonitrile